[Si-]1=CC=CC=C1.[La+3].[Si-]1=CC=CC=C1.[Si-]1=CC=CC=C1 lanthanum silainide